FC=1C=C(C=C(C1)F)CC(=O)NN1C(=NC2=CC(=CC=C2C1=O)F)N(C)CCOC 2-(3,5-Difluoro-phenyl)-N-{7-fluoro-2-[(2-methoxy-ethyl)-methyl-amino]-4-oxo-4H-quinazolin-3-yl}-acetamide